1-((2-(8-methylimidazo[1,5-a]pyridin-3-yl)propan-2-yl)carbamoyl)-5-azaspiro[2.4]heptane-5-carboxylic acid tert-butyl ester C(C)(C)(C)OC(=O)N1CC2(CC2C(NC(C)(C)C2=NC=C3N2C=CC=C3C)=O)CC1